C(=C)C1=NC=CC=C1 2-ethenylpyridin